The molecule is a dihydroxypyridine that is pyridine substituted by hydroxy groups at positions 2 and 5. It has a role as a mouse metabolite. C1=CC(=O)NC=C1O